Br.C[C@@H]1N([C@@H](CNC1)C)CC(=O)NC1=CC(=CC=C1)N1C(NC(CC1)=O)=O 2-((2S,6R)-2,6-dimethylpiperazin-1-yl)-N-(3-(2,4-dioxo-tetrahydropyrimidin-1(2H)-yl)phenyl)acetamide hydrobromide